FC(C=1C2=C(N=C(N1)CO)N(C(C21CCCC1)=O)C1=CC=C(C=C1)N1CCOCC1)F 4'-(difluoromethyl)-2'-(hydroxymethyl)-7'-(4-morpholinophenyl)spiro[cyclopentane-1,5'-pyrrolo[2,3-d]pyrimidin]-6'(7'H)-one